C(C1=CC=CC=C1)OC(=O)C=1N(C=CC1C1CCN(CC1)C(CN)=O)S(NC(=O)OCC1=CC=CC=C1)(=O)=O 3-[1-(2-Aminoacetyl)-4-piperidinyl]-1-[benzyloxycarbonyl-sulfamoyl]pyrrole-2-carboxylic acid benzyl ester